FC1=C(C=CC(=C1)[N+](=O)[O-])N1[C@@H](CCC1)C(F)(F)F (S)-1-(2-fluoro-4-nitrophenyl)-2-(trifluoromethyl)pyrrolidine